2-(3-fluoro-4-(thiophen-3-yl)phenyl)propionic acid methyl ester COC(C(C)C1=CC(=C(C=C1)C1=CSC=C1)F)=O